[N+](=O)([O-])C1=CC=C(C=C1)SCC(=O)O 2-(4-nitrophenylsulfanyl)acetic acid